C[C@@]1(CC[C@H]2C(=C1)CC[C@@H]3[C@@]2(CCC[C@@]3(C)C(=O)O)C)C=C The molecule is a pimarane diterpenoid that is (1S,4aS,4bS,7R,10aS)-1,4a,7-trimethyl-1,2,3,4,4a,4b,5,6,7,9,10,10a-dodecahydrophenanthrene carrying a carboxy group at position 1 and a vinyl group at position 7. It is a natural product found in several plant species. It has a role as a plant metabolite. It is a tricyclic diterpenoid, a monocarboxylic acid and a pimarane diterpenoid.